1-cyclopropyl-6-fluoro-8-methoxy-4-oxo-7-[(2R)-2-[(pyridin-2-yloxy)methyl]pyrrolidin-1-yl]quinoline-3-carboxylic acid C1(CC1)N1C=C(C(C2=CC(=C(C(=C12)OC)N1[C@H](CCC1)COC1=NC=CC=C1)F)=O)C(=O)O